7-bromo-6-fluoro-3-iodo-1-methyl-1H-indazole BrC=1C(=CC=C2C(=NN(C12)C)I)F